NC1=NC=NN2C1=C(C=C2C=2C=NC(=C(C(=O)N[C@@H]1CN(C[C@@H]1F)S(=O)(=O)C(C)C)C2)OC([2H])([2H])[2H])CN2CC(C2)(F)F 5-{4-amino-5-[(3,3-difluoroazetidin-1-yl)methyl]pyrrolo[2,1-f][1,2,4]triazin-7-yl}-N-[(3R,4S)-4-fluoro-1-(propane-2-sulfonyl)pyrrolidin-3-yl]-2-(methoxy-d3)nicotinamide